6-chloro-3-isopropyl-N-(2-(trifluoromethyl)phenyl)imidazo[1,2-b]pyridazin-8-amine ClC=1C=C(C=2N(N1)C(=CN2)C(C)C)NC2=C(C=CC=C2)C(F)(F)F